((2R,3S,5R)-5-(4-amino-2-oxopyrimidin-1(2H)-yl)-3-hydroxy-2-vinyltetrahydrofuran-2-yl)methyl tetrahydrogen triphosphate O(P(O)(=O)OP(=O)(O)OP(=O)(O)O)C[C@]1(O[C@H](C[C@@H]1O)N1C(N=C(C=C1)N)=O)C=C